Normal-propyl-2-cyanoacrylate C(CC)OC(C(=C)C#N)=O